methanesulfonic acid [(3R)-3-hydroxybutyl] ester O[C@@H](CCOS(=O)(=O)C)C